N-((9-Methyl-6-(4-(trifluoromethyl)piperidin-1-yl)-9H-purin-2-yl)methyl)acrylamide CN1C2=NC(=NC(=C2N=C1)N1CCC(CC1)C(F)(F)F)CNC(C=C)=O